FC1=C(C(=CC=C1)OC)C1=C(C=NC(=C1)C)C(=O)NC=1SC(=NN1)CCC1=CC=CC=C1 4-(2-fluoro-6-methoxyphenyl)-6-methyl-N-(5-(2-phenylethyl)-1,3,4-thiadiazol-2-yl)pyridine-3-carboxamide